trans-2-(4-((4-(4-Isopropyl-1H-imidazol-1-yl)pyridin-2-yl)((4-(4-methoxy-3-methylphenyl)bicyclo[2.2.2]octan-1-yl)methyl)carbamoyl)cyclohexyl)acetic acid C(C)(C)C=1N=CN(C1)C1=CC(=NC=C1)N(C(=O)[C@@H]1CC[C@H](CC1)CC(=O)O)CC12CCC(CC1)(CC2)C2=CC(=C(C=C2)OC)C